1-(4-((6-((tert-butyldimethylsilyl)oxy)hexyl)(5-(3,5-dimethylisoxazol-4-yl)-2-methylphenyl)amino)phenyl)cyclopropane-1-carbonitrile [Si](C)(C)(C(C)(C)C)OCCCCCCN(C1=CC=C(C=C1)C1(CC1)C#N)C1=C(C=CC(=C1)C=1C(=NOC1C)C)C